C(#N)CC1(CN(C1)C(=O)OC(C)(C)C)C tert-butyl 3-(cyanomethyl)-3-methylazetidine-1-carboxylate